cis-2-octen C\C=C/CCCCC